2-(1-(4-(Butylthio)phenyl)ethylidene)hydrazine-1-carboximidamide C(CCC)SC1=CC=C(C=C1)C(C)=NNC(N)=N